5-{2-[4-(dimethylamino)phenylamino]-1-hydroxyethyl}-1,3,4-oxadiazol-2(3H)-one CN(C1=CC=C(C=C1)NCC(O)C1=NNC(O1)=O)C